FC=1C=C(C=C(C1)C(F)(F)F)C1=CC(=C2C(=N1)N=C(N2)C2=CC=C(C=N2)N2CCN(CC2)CC(=O)OCC)N(C)CC2(CCC2)COC Ethyl [4-(6-{5-[3-fluoro-5-(trifluoromethyl)phenyl]-7-[{[1-(methoxymethyl)cyclobutyl]methyl}(methyl)amino]-1H-imidazo[4,5-b]pyridin-2-yl}pyridin-3-yl)piperazin-1-yl]acetate